C(C)(=O)N[C@@H](C=O)[C@@H](O)C(=O)[C@H](O)C D-2-acetamido-2,6-dideoxy-xylo-hexos-4-ulose